4-chlorobutyl-zinc ClCCCC[Zn]